ethyl 2-[(2,4-difluorophenyl) hydrazono]-3-oxo-propionate FC1=C(C=CC(=C1)F)NN=C(C(=O)OCC)C=O